COC1=CC=C(C=C1)C1=NN=C(N1)SCCOC1=C(C=CC=C1)C 3-(4-methoxyphenyl)-5-((2-(o-tolyloxy)ethyl)thio)-4H-1,2,4-triazole